C1(CC1)C1=NC(=NS1)N[C@@H]1C[C@H](CC1)NC1=CC=C(C=N1)N1C(C=CC=C1)=O 6'-(((1S,3S)-3-((5-cyclopropyl-1,2,4-thiadiazol-3-yl)amino)cyclopentyl)amino)-2H-[1,3'-bipyridinyl]-2-one